ClC=1C=C2C(=CN=C(C2=CN1)OC)C(C)O 1-(6-chloro-1-methoxy-2,7-naphthyridin-4-yl)ethan-1-ol